NCCCC(N(CCCN)CCCN)CNCCN tris(3-aminopropyl)diethylenetriamine